6-fluoro-2-(4'-(pentyloxy)-[1,1'-biphenyl]-4-yl)quinoline-4-carboxylic acid FC=1C=C2C(=CC(=NC2=CC1)C1=CC=C(C=C1)C1=CC=C(C=C1)OCCCCC)C(=O)O